C(C)(C)C1=C(C=C(C=C1)OC)NC(=S)NC(=O)NCCC1=C(C=C(C=C1)C1=NN(C=N1)C1=CC=C(C=C1)OC(F)(F)F)C 1-[(2-isopropyl-5-methoxy-phenyl)carbamothioyl]-3-[2-[2-methyl-4-[1-[4-(trifluoromethoxy)phenyl]-1H-1,2,4-triazol-3-yl]phenyl]ethyl]urea